ClC1=NC(=CC(=C1)C1=CN=C2N1N=C(C=C2)C(F)F)OC 3-(2-chloro-6-methoxy-4-pyridinyl)-6-(difluoromethyl)imidazo[1,2-b]pyridazine